CC=1N=C2C(=NC(=NC2=NC1C)C1C[C@@H](O[C@@H](C1)C)C=1C=CC(NC1)=O)C12CC(C1)(C2)C(F)(F)F |r| 5-[rac-(2R,6R)-4-[6,7-dimethyl-4-[3-(trifluoromethyl)-1-bicyclo[1.1.1]pentanyl]pteridin-2-yl]-6-methyl-tetrahydropyran-2-yl]-1H-pyridin-2-one